1,3-butanediol dinitrate [N+](=O)([O-])OCCC(C)O[N+](=O)[O-]